C(C)(C)(C)OC(=O)N[C@H]1C[C@@](CCC1)(C(=O)O)C (1R,3R)-3-{[(tert-butoxy)carbonyl]amino}-1-methylcyclohexane-1-carboxylic acid